2-({2-[4-(oxiran-2-ylmethoxy)benzyl]phenoxy}methyl)oxirane O1C(C1)COC1=CC=C(CC2=C(OCC3OC3)C=CC=C2)C=C1